6-tert-Butoxy-6-oxohexylzinc bromide [Br-].C(C)(C)(C)OC(CCCCC[Zn+])=O